barium neodymium samarium praseodymium [Pr].[Sm].[Nd].[Ba]